1-(((5s,7s)-3-(6-chloropyridin-3-yl)-7-methyl-2-oxo-1-oxa-3-azaspiro[4.5]decan-7-yl)methyl)-1H-benzo[d]imidazole-6-carbonitrile ClC1=CC=C(C=N1)N1C(O[C@]2(C1)C[C@@](CCC2)(C)CN2C=NC1=C2C=C(C=C1)C#N)=O